tert-butyl (3S)-3-[4-[1-(3-chloro-2-fluoro-phenyl)ethoxy]pyrido[3,2-d]pyrimidin-6-yl]oxypyrrolidine-1-carboxylate ClC=1C(=C(C=CC1)C(C)OC=1C2=C(N=CN1)C=CC(=N2)O[C@@H]2CN(CC2)C(=O)OC(C)(C)C)F